NC1=NC2=CC=C(C=C2C=C1C)C(=O)N(CC1=NC=C(C=C1)C(F)(F)F)C1CC2(C1)CC(C2)(F)F 2-amino-N-(6,6-difluorospiro[3.3]heptan-2-yl)-3-methyl-N-((5-(trifluoromethyl)-2-pyridinyl)methyl)-6-quinolinecarboxamide